C(CCC)OC=1C=C2C(=CC=NC2=CC1)C(=O)NCC(=O)N1C(CC(C1)(F)F)C#N 6-butoxy-N-(2-(2-cyano-4,4-difluoropyrrolidin-1-yl)-2-oxoethyl)quinoline-4-carboxamide